rac-dimethylsilylbis-indenyl hafnium C[SiH](C)[Hf](C1C=CC2=CC=CC=C12)C1C=CC2=CC=CC=C12